nonyl 8-((7-((4,4-bis(((Z)-oct-5-en-1-yl)oxy)butanoyl)oxy)heptyl)(2-hydroxyethyl)amino)octanoate C(CCC\C=C/CC)OC(CCC(=O)OCCCCCCCN(CCCCCCCC(=O)OCCCCCCCCC)CCO)OCCCC\C=C/CC